C(C1=CC=CC=C1)ON1C(C2(C1)N(C(CC2)C(=O)OCC2=CC=CC=C2)C)=O benzyl 2-(benzyloxy)-5-methyl-1-oxo-2,5-diazaspiro[3.4]octane-6-carboxylate